N1=C(N)N=C(N)N=C1N melamin